rel-N-[(2r,3s)-2,3-dimethyloxetan-3-yl]-1,3-diethyl-2,4-dioxoquinazolin-6-sulfonamide C[C@H]1OC[C@]1(C)NS(=O)(=O)C=1C=C2C(N(C(N(C2=CC1)CC)=O)CC)=O |o1:1,4|